FC(OC1=CC=C(C=N1)C(=O)NCC=1C=NC=CC1C)F 6-(difluoromethoxy)-N-[(4-methylpyridin-3-yl)methyl]pyridine-3-carboxamide